2-amino-3-((3-((3R,5R)-5-(4-chlorophenyl)tetrahydro-furan-3-yl)-1,2,4-oxadiazol-5-yl)methyl)-7-(trifluoro-methyl)imidazo[5,1-f][1,2,4]triazin-4(3H)-one NC1=NN2C(C(N1CC1=NC(=NO1)[C@@H]1CO[C@H](C1)C1=CC=C(C=C1)Cl)=O)=CN=C2C(F)(F)F